O[C@@H](CCC)C1=CC(=C(C=N1)C=1C=NC2=CC(=NC=C2C1)NC(C)=O)C (S)-N-(3-(6-(1-hydroxybutyl)-4-methylpyridin-3-yl)-1,6-naphthyridin-7-yl)acetamide